trans-N-(2,3-difluorophenyl)-3,4-dihydro-5-methyl-3-[4-(trifluoromethyl)phenyl]-2H-pyrrole-2-carboxamide 1-oxide FC1=C(C=CC=C1F)NC(=O)[C@@H]1[N+](=C(C[C@H]1C1=CC=C(C=C1)C(F)(F)F)C)[O-]